COC(=O)C1(C2CC3CC(CC1C3)C2)NC=2NC(/C(/N2)=C/C2=CC3=C(N=CS3)C=C2)=O 2-[[(4Z)-4-(1,3-benzothiazol-6-ylmethylene)-5-oxo-1H-imidazol-2-yl]amino]adamantane-2-carboxylic acid methyl ester